C1(=CC=C(C=C1)C1=CC(=NC=N1)C(=O)O)C 6-(p-tolyl)pyrimidine-4-carboxylic acid